CN1C(N(C2=C1C=C(C=C2)CCN2CCNCC2)C2C(NC(CC2)=O)=O)=O 3-[3-methyl-2-oxo-5-(2-piperazin-1-ylethyl)benzimidazol-1-yl]piperidine-2,6-dione